NC(CO)(C)CCC 2-amino-2-propylpropanol